N,N-dimethylpyrrolidinium hexafluorophosphate F[P-](F)(F)(F)(F)F.C[N+]1(CCCC1)C